ClC=1C2=C(C=NC1)O[C@@]1([C@]2([C@@H]([C@@H]([C@H]1C1=CC=CC=C1)C(=O)N(C)C)O)O)C1=CC=C(C=C1)C#N (4bS,5R,6R,7S,7aR)-4-chloro-7a-(4-cyanophenyl)-4b,5-dihydroxy-N,N-dimethyl-7-phenyl-4b,6,7,7a-tetrahydro-5H-cyclopenta[4,5]furo[2,3-c]pyridine-6-carboxamide